Potassium (6-methylhept-5-en-1-yl)trifluoroborate CC(=CCCCC[B-](F)(F)F)C.[K+]